ethyl (S)-3-amino-3-(5-cyclopropyl-2,4,4'-trifluoro-2',6'-dimethyl-[1,1'-biphenyl]-3-yl)propanoate N[C@@H](CC(=O)OCC)C=1C(=C(C=C(C1F)C1CC1)C1=C(C=C(C=C1C)F)C)F